NC=1C=C2C=C(C(N(C2=NC1)C1CC1)=O)OCC(=O)NC 2-((6-amino-1-cyclopropyl-2-oxo-1,2-dihydro-1,8-naphthyridin-3-yl)oxy)-N-methylacetamide